N6-(2-aminoethyl)-N4-{[1-(3-chloro-4-methoxybenzoyl)piperidin-4-yl]Methyl}-1-methyl-1H-pyrazolo[3,4-d]Pyrimidine-4,6-diamine NCCNC1=NC(=C2C(=N1)N(N=C2)C)NCC2CCN(CC2)C(C2=CC(=C(C=C2)OC)Cl)=O